3-[3-chloro-4-[(2,4-difluorobenzyl)oxy]-6-methyl-2-oxopyridin-1(2H)-yl]benzoic acid ClC=1C(N(C(=CC1OCC1=C(C=C(C=C1)F)F)C)C=1C=C(C(=O)O)C=CC1)=O